CCC(CC)N(CCN(CCN(CCN(C)C(CC)CC)C)C)C N,N'''-di(3-pentyl)-N,N',N'',N'''-tetramethyl(triethylenetetramine)